N-(butylsulfonyl)-O-[4-(4-pyridyl)butyl]-L-tyrosine C(CCC)S(=O)(=O)N[C@@H](CC1=CC=C(C=C1)OCCCCC1=CC=NC=C1)C(=O)O